NC1=C(C=CC(=C1F)NCC1=CC=C(C=C1)C(F)(F)F)NC([C@H]([C@H](CCCC)F)F)=O (2R,3S)-N-(2-Amino-3-fluoro-4-((4-(trifluoromethyl)benzyl)amino)phenyl)-2,3-difluoroheptanamid